BrC1=C(C=C(C=C1)C=1C=NN(C1)C1=NN(C=C1)COCC[Si](C)(C)C)F 4-(4-Bromo-3-fluorophenyl)-1-(1-((2-(trimethylsilyl)ethoxy)methyl)-1H-pyrazol-3-yl)-1H-pyrazole